6-methyl-3-(N-methylacetamido)picolinic acid ethyl ester C(C)OC(C1=NC(=CC=C1N(C(C)=O)C)C)=O